FC=1C=NC=CC1OB(O)O (3-fluoropyridin-4-yl)boric acid